Cl.NCCC1=CC(O)=C(O)C=C1 DOPAMINE HYDROCHLORIDE